ClC1=CC=C(C=C1)C1=C2C(SC(=C2)C=O)=C(C2=C1SC(=C2)C=O)C2=CC=C(C=C2)Cl 4,8-bis(4-chlorophenyl)benzo[1,2-b:4,5-b']dithiophene-2,6-dialdehyde